BrC=1C=C(C(=NC1)C(C(=O)OCC)(C)C)[N+](=O)[O-] Ethyl 2-(5-bromo-3-nitropyridin-2-yl)-2-methylpropionate